O1CC(CC1)C12CC(C1)(C2)NC(C)=O N-[3-(oxolan-3-yl)bicyclo[1.1.1]pentan-1-yl]acetamide